3-(Thiazol-2-yl)thiophene-2-carboxylic acid S1C(=NC=C1)C1=C(SC=C1)C(=O)O